C1(CC1)C1=CC2=C([C@@]3(OCC2)C[C@H](NCC3)C=3N=NN(C3)C)S1 (2S,4S)-2'-cyclopropyl-2-(1-methyl-1H-1,2,3-triazol-4-yl)-4',5'-dihydrospiro[piperidine-4,7'-thieno[2,3-c]pyran]